ClC1=C(OCC2=CC(=CC(=N2)C(=O)O)CC)C=CC(=C1)C(F)(F)F 6-((2-chloro-4-(trifluoromethyl)phenoxy)methyl)-4-ethylpicolinic acid